S(=O)(=O)(C1=CC=C(C)C=C1)N1N=CC=2CNCCC21 1-tosyl-4,5,6,7-tetrahydro-1H-pyrazolo[4,3-c]pyridine